C(C)OC(=O)C1=NN(C(=C1)C)C1=C(C=C(C=C1)Cl)Cl.COC=1C=C(C(=O)NC2=CC=C(C=C2)OC2=CC=C(C=C2)OC)C=CC1 3-methoxy-N-(4-(4-methoxyphenoxy)phenyl)benzamide ethyl-1-(2,4-dichlorophenyl)-5-methylpyrazole-3-carboxylate